1-bromo-5-fluoronaphthalene BrC1=CC=CC2=C(C=CC=C12)F